ClC=1C=C(C(=NC1)OC)S(=O)(=O)NC1=CC(=C(C=C1)F)C1=NC=2C=NC(=NC2N(C1=O)C)NC 5-chloro-N-(4-fluoro-3-(8-methyl-2-(methylamino)-7-oxo-7,8-dihydropteridin-6-yl)phenyl)-2-methoxypyridine-3-sulfonamide